1-[bis(dimethylamino)methylidene]methane CN(C)C(=C)N(C)C